ClC=1C(=C(C=CC1Cl)NC1=NC=NC2=CC(=C(C=C12)C1CN(CC1)C(C=C)=O)OC)F 1-(3-(4-((3,4-dichloro-2-fluorophenyl)amino)-7-methoxyquinazolin-6-yl)pyrrolidin-1-yl)prop-2-en-1-one